triethylene glycol bis[3-(tert-butyl-4-hydroxy-5-methylphenyl) propionate] C(C)(C)(C)C1=C(C=C(C(=C1)O)C)CCC(=O)OCCOCCOCCOC(CCC1=C(C=C(C(=C1)C)O)C(C)(C)C)=O